3-(5-(((3S,4R)-4-fluoropiperidin-3-yl)oxy)-1-oxoisoindolin-2-yl)piperidine-2,6-dione F[C@H]1[C@H](CNCC1)OC=1C=C2CN(C(C2=CC1)=O)C1C(NC(CC1)=O)=O